OC=1C(=CC2=C(C3=C4C(=C5C(=C3C3=C2C=C(C(=C3)O)O)C=C(C(=C5)O)O)C=C(C(=C4)O)O)C1)O 2,3,6,7,10,11,14,15-Octahydroxytetrabenzonaphthalene